O.O.S([O-])[O-].C=O.[Na+].[Na+] sodium formaldehyde sulfoxylate dihydrate